ClC1=CC=C(C=C1)C(N1C[C@@H](N(C[C@H]1CC)C=1C=2N=C(N(C2NC(N1)=O)C[C@H]1OCCC1)C)C)C1CC(C1)(F)F 6-((2S,5R)-4-((4-chlorophenyl)(3,3-difluorocyclobutyl)methyl)-5-ethyl-2-methylpiperazin-1-yl)-8-methyl-9-(((S)-tetrahydrofuran-2-yl)methyl)-3,9-dihydro-2H-purin-2-one